CN1C(N(C=C1)CCC)C(C(=O)N)=C 3-methyl-1-propylimidazolylacrylamide